C(C1=CC=CC=C1)N1N=C(C=C1OC)C=1C=C2CNC(C2=CC1)=O 5-(1-benzyl-5-methoxy-1H-pyrazol-3-yl)-1-oxoisoindolin